4-methoxy-N-(7-azaspiro[3.5]non-2-yl)pyridineamide COC1=CC(=NC=C1)C(=O)NC1CC2(C1)CCNCC2